2-[[1-(oxan-2-ylmethyl)piperidin-4-yl]methyl]-6-pyrazol-1-ylpyridazin-3-one O1C(CCCC1)CN1CCC(CC1)CN1N=C(C=CC1=O)N1N=CC=C1